N-[3-[([4-cyano-1H-pyrazolo[3,4-b]pyridin-5-yl]oxy)methyl]-2,4-difluorophenyl]-5-fluoro-2-methoxypyridine-3-sulfonamide C(#N)C1=C2C(=NC=C1OCC=1C(=C(C=CC1F)NS(=O)(=O)C=1C(=NC=C(C1)F)OC)F)NN=C2